pyrazolo[3,4-D]pyrrolo[1,2-a]pyrimidinone N1=NC(C=2C1=NC=1N(C2)C=CC1)=O